C(C)C1=C(C(=CC(=C1)CCCCC)CC)O 2,6-diethyl-4-pentylphenol